CC1=CNC=C1C1(CC1)C=1C=NC(=CC1)C(F)(F)F 3-Methyl-4-(1-(6-(trifluoromethyl)pyridin-3-yl)cyclopropyl)-1H-pyrrol